tert-butyl 8-(3-(4-cyanophenyl) pyrazolo[1,5-a]pyridin-6-yl)-6-methyl-5-oxo-3,4,5,6-tetrahydro-2,6-naphthyridine-2(1H)-carboxylate C(#N)C1=CC=C(C=C1)C=1C=NN2C1C=CC(=C2)C2=CN(C(C=1CCN(CC21)C(=O)OC(C)(C)C)=O)C